CC=1C(C(CCC1)(C)C)C=CC(CCC=C)=O 1-(2,6,6-trimethyl-2-cyclohexene-1-yl)-1,6-heptadiene-3-one